CC(CCCCCCNCCCCCCC(C(=O)OCCCC(CCCCC)CCCCC)(C)C)(C(OCCCC(CCCCC)CCCCC)=O)C 4-pentylnonyl 8-[[7,7-dimethyl-8-oxo-8-(4-pentylnonoxy)octyl]amino]-2,2-dimethyl-octanoate